hydroxybiphenyl 4-pentylbenzoate C(CCCC)C1=CC=C(C(=O)O)C=C1.OC1=C(C=CC=C1)C1=CC=CC=C1